CN(C[C@@H](C)OC1=C2C(=NC=NC2=CC(=C1)B1OC(C(O1)(C)C)(C)C)NC=1C(=C2C=CC=NC2=CC1)F)C (R)-5-((1-(dimethylamino)propan-2-yl)oxy)-N-(5-fluoroquinolin-6-yl)-7-(4,4,5,5-tetramethyl-1,3,2-dioxaborolan-2-yl)quinazolin-4-amine